COC(C1=C(C=C(C=C1)OC1=CC=CC=C1)CCl)=O 2-(chloromethyl)-4-phenoxybenzoic acid methyl ester